5'-methyl-3-(oxetan-3-yl)-4-pentyl-2'-(prop-1-en-2-yl)-1',2',3',4'-tetrahydro-[1,1'-biphenyl] CC=1CCC(C(C1)C1=CC(=C(C=C1)CCCCC)C1COC1)C(=C)C